C(#N)N[C@@H]1CN(CCC1)C1=C2C(=C(NC2=C(C=C1F)C(=O)N)C)C (S)-4-(3-cyanoaminopiperidin-1-yl)-5-fluoro-2,3-dimethyl-1H-indole-7-carboxamide